C(CCCC)N(CCNCCN)C Pentylmethyldiethylenetriamine